C(C)(C)(C)[Si](OCC1=C(CNC(=O)[C@]2(C=3C=CC=NC3C(CC2)=O)F)C(=CC(=C1)F)Cl)(C)C (S)-N-(2-(((tert-butyldimethyl-silyl)oxy)methyl)-6-chloro-4-fluorobenzyl)-5-fluoro-8-oxo-5,6,7,8-tetra-hydroquinoline-5-carboxamide